NC1=CC=C(C(=C1C1=CC(N2[C@@H](CCC2C1)C(=O)OCC(=O)C=1C(=NC(=CC1)NC(C)=O)F)=O)F)Cl 2-(6-acetamido-2-fluoropyridin-3-yl)-2-oxoethyl (3S)-7-(6-amino-3-chloro-2-fluorophenyl)-5-oxo-1,2,3,5,8,8a-hexahydroindolizine-3-carboxylate